N1[C@@H](CCCC1)C(=O)O (S)-2-piperidineformic acid